C(=C)[Si](O[SiH](C)C)(O[SiH](C)C)O[SiH](C)C vinyl-tri(dimethyl-siloxy)silane